5-(5-(7-Acetyl-3-ethyl-5,6,7,8-tetrahydroimidazo[1,5-a]pyrazin-1-yl)-3-(difluoromethyl)quinolin-2-yl)-N-(4-(2-(2,6-dioxopiperidin-3-yl)-1-oxoisoindolin-4-yl)but-3-yn-1-yl)picolinamide C(C)(=O)N1CC=2N(CC1)C(=NC2C2=C1C=C(C(=NC1=CC=C2)C=2C=CC(=NC2)C(=O)NCCC#CC2=C1CN(C(C1=CC=C2)=O)C2C(NC(CC2)=O)=O)C(F)F)CC